(4-methoxyphenyl)-3-(4-(3-(4-methyl-1H-imidazol-1-yl)propyl)thiazol-2-yl)urea COC1=CC=C(C=C1)NC(=O)NC=1SC=C(N1)CCCN1C=NC(=C1)C